tert-butyl (2-(2-cyano-3-((4-methoxyphenyl)amino)-3-oxopropanoyl)pyridin-3-yl)carbamate C(#N)C(C(=O)C1=NC=CC=C1NC(OC(C)(C)C)=O)C(=O)NC1=CC=C(C=C1)OC